2-bromo-4-morpholino-6,9-dihydro-7H-spiro[benzo[4,5]imidazo[1,2-a]pyridine-8,2'-[1,3]dioxolane] BrC=1C=C(C=2N(C1)C1=C(N2)CCC2(OCCO2)C1)N1CCOCC1